CC=1OC2=C(C1C1(CC1)C#N)C=C(C=C2)OCC2=C(N=CS2)C 1-{2-methyl-5-[(4-methyl-1,3-thiazol-5-yl)methoxy]-1-benzofuran-3-yl}cyclopropane-1-carbonitrile